5-{2-[(1E)-1-[(4-phenoxyphenyl)methylene]-1H-inden-3-yl]Ethyl}-1H-1,2,3,4-tetrazole O(C1=CC=CC=C1)C1=CC=C(C=C1)\C=C\1/C=C(C2=CC=CC=C12)CCC1=NN=NN1